C1(CC1)NC(=O)C=1C=C(C=CC1)C1=C(C=C(C=C1)O[C@H]1[C@H](CCC1)NS(=O)(=O)C(C)C)F N-cyclopropyl-2'-fluoro-4'-({(1R,2S)-2-[(isopropyl-sulfonyl)amino]cyclopentyl}oxy)biphenyl-3-carboxamide